FC1=CC=CC=C1 Fluorobenzol